(S)-methyl 2-((6-((4-chloro-2-fluorobenzyl) oxy)-3'-methyl-2'-oxo-[2,4'-bipyridin]-1'(2'H)-yl) methyl)-3-(oxetan-2-ylmethyl)-3H-imidazo[4,5-b]pyridine-5-carboxylate ClC1=CC(=C(COC2=CC=CC(=N2)C2=C(C(N(C=C2)CC2=NC=3C(=NC(=CC3)C(=O)OC)N2C[C@H]2OCC2)=O)C)C=C1)F